2-hydroxy-3,4,5,6-tetrafluoropyridine OC1=NC(=C(C(=C1F)F)F)F